tert-butyl 4-(4-amino-7-cyclopropyl-2-oxo-pyrido[2,3-d]pyrimidin-1-yl)indoline-1-carboxylate NC=1C2=C(N(C(N1)=O)C1=C3CCN(C3=CC=C1)C(=O)OC(C)(C)C)N=C(C=C2)C2CC2